Bis(4-methoxybenzyl)-4-methylpyridin-2-amine COC1=CC=C(CC=2C(=C(C(=NC2)N)CC2=CC=C(C=C2)OC)C)C=C1